4'-oxo-1',4'-dihydro-[2,3'-bipyridine]-5'-carboxamide O=C1C(=CNC=C1C(=O)N)C1=NC=CC=C1